2,6-diethyl-9,10-bis[2-carboxy(4-cyclohexenyl)]carbonyloxyanthracene C(C)C1=CC2=C(C3=CC=C(C=C3C(=C2C=C1)OC(=O)C1C(CC=CC1)C(=O)O)CC)OC(=O)C1C(CC=CC1)C(=O)O